C1(CC1)S(=O)(=O)CC1=NC=CC=C1NC=1N=CC2=C(N1)CN(CC2)C2=C(C1=C(OCCN1)N=C2)C [(cyclopropanesulfonyl)methyl]-N-(7-{8-methyl-1H,2H,3H-pyrido[2,3-b][1,4]oxazin-7-yl}-5H,6H,7H,8H-pyrido[3,4-d]pyrimidin-2-yl)pyridin-3-amine